C(C1=CC=CC=C1)N1C2=NC=NC(=C2N=C1C1=C(C=C(C=C1)OCCN1CCN(CC1)C)F)OC1(CC1)C 9-benzyl-8-(2-fluoro-4-(2-(4-methylpiperazin-1-yl)ethoxy)phenyl)-6-(1-methyl-cyclopropoxy)-9H-purine